COC1=C(C=C(C=C1)N1CCOCC1)C1=C(N=C(S1)C=1C=NNC1)C(=O)N (2-methoxy-5-morpholinylphenyl)-2-(1H-pyrazol-4-yl)thiazole-4-carboxamide